C(C)(C)(C)C1=NN(C=N1)C=1C(=CC2=C(N(C([C@H](CS2(=O)=O)NC(OC(C)(C)C)=O)=O)CC2=CC=C(C=C2)Cl)C1)F tert-butyl N-[(3R)-7-(3-tert-butyl-1,2,4-triazol-1-yl)-5-[(4-chlorophenyl)methyl]-8-fluoro-1,1,4-trioxo-2,3-dihydro-1λ6,5-benzothiazepin-3-yl]carbamate